tert-butyl N-{3-[2-(4-{3-[(3-chloro-2-methoxyphenyl)amino]-4-oxo-1H,5H,6H,7H-pyrrolo[3,2-c]pyridin-2-yl}pyridin-3-yl)ethynyl]oxetan-3-yl}carbamate ClC=1C(=C(C=CC1)NC1=C(NC2=C1C(NCC2)=O)C2=C(C=NC=C2)C#CC2(COC2)NC(OC(C)(C)C)=O)OC